CN(C)CC1=CC=CC=C1 N,N-dimethyl-(benzyl)amine